1-(3-chloro-3,3-difluoroprop-1-en-2-yl)-3-methylbenzene ClC(C(=C)C1=CC(=CC=C1)C)(F)F